C(CCCCCCC\C=C/C\C=C/CCCCC)OC[C@H](O)CO |r| 1-monolinoleyl-rac-glycerol